(2S,4R)-1-tert-butoxycarbonyl-4-hydroxy-piperidine-2-carboxylic acid C(C)(C)(C)OC(=O)N1[C@@H](C[C@@H](CC1)O)C(=O)O